N-(5-(3-(3-Chlorophenyl)-7'-fluoro-3'-methyl-2'-oxo-2',3'-dihydrospiro[cyclobutane-1,1'-pyrrolo[2,3-c]quinolin]-8'-yl)-2-(2-(isopropylamino)ethoxy)pyridin-3-yl)methanesulfonamide ClC=1C=C(C=CC1)C1CC2(C(N(C=3C=NC=4C=C(C(=CC4C32)C=3C=C(C(=NC3)OCCNC(C)C)NS(=O)(=O)C)F)C)=O)C1